NC=1SC2=C(N1)C=CC(=C2)N(C(=O)NC2=CC=C(C=C2)Cl)CCN2CCC(CC2)C (2-aminobenzo[d]thiazol-6-yl)-1-[2-(4-methylpiperidin-1-yl)ethyl]-3-(4-chlorophenyl)urea